formoxymolybdenum oxalate C(C(=O)[O-])(=O)[O-].C(=O)O[Mo+3].C(C(=O)[O-])(=O)[O-].C(C(=O)[O-])(=O)[O-].C(=O)O[Mo+3]